OC([C@@H](C1=CSC=C1C)S[C@@H]1O[C@@H]([C@@H]([C@@H]([C@H]1O)N1N=NC(=C1)C1=CC(=C(C(=C1)F)F)F)O)CO)(C)C (2S,3R,4S,5R,6R)-2-(((R)-2-hydroxy-2-methyl-1-(4-methylthiophen-3-yl)propyl)thio)-6-(hydroxymethyl)-4-(4-(3,4,5-trifluorophenyl)-1H-1,2,3-triazol-1-yl)tetrahydro-2H-pyran-3,5-diol